4,4'-biphenyldiphosphonite C1(=CC=C(C=C1)P([O-])[O-])C1=CC=C(C=C1)P([O-])[O-]